N[C@@H](CCC(=O)O)C(=O)O.N[C@@H](CCCNC(N)=N)C(=O)O arginine glutamate